C(\C=C\C1=CC(OC)=C(O)C(OC)=C1)(=O)OCC[N+](C)(C)C sinapoyl-choline